C(C)C1(NC(N(C(C1)=O)[C@@H]1CCOC2=CC=C(C=C12)C(=O)N[C@@H]1[C@H](C2(C3=CC=CC=C13)CC2)O)=N)CC (4R)-4-(4,4-diethyl-2-imino-6-oxo-hexahydropyrimidin-1-yl)-N-[(1'S,2'S)-2'-hydroxyspiro[cyclopropane-1,3'-indane]-1'-yl]chromane-6-carboxamide